methyl 4-(sec-butoxy)cyclohexane-1-carboxylate C(C)(CC)OC1CCC(CC1)C(=O)OC